CS(=O)(=O)OCCOCCNC=1C=C2C(N(C(C2=CC1)=O)C1C(NC(CC1)=O)=O)=O 2-(2-((2-(2,6-Dioxopiperidin-3-yl)-1,3-dioxoisoindolin-5-yl)amino)ethoxy)ethyl methanesulfonate